S-methyl methylthiosulfinate CS(=O)SC